4-cyano[1,1'-biphenyl]boronic acid Methyl-(+/-)-trans-3-aminobicyclo[2.2.2]octane-2-carboxylate COC(=O)C1C2CCC(C1N)CC2.C(#N)C=2C=C(C(=CC2)C2=CC=CC=C2)B(O)O